The molecule is a dicarboxylic acid that is 2-hydroxyhepta-2,4-diene in which the two terminal methyl groups are replaced by carboxy groups (the 2Z,4Z-geoisomer). It is an enol and a polyunsaturated dicarboxylic acid. It is a conjugate acid of a (2Z,4Z)-2-hydroxyhepta-2,4-dienedioate. It is a tautomer of a (4Z)-2-oxohept-4-enedioic acid. C(/C=C\\C=C(\\C(=O)O)/O)C(=O)O